CN(C(C(=O)O)CCC)C 2-(DIMETHYLAMINO)PENTANOIC ACID